tricyclo[5.2.1.02,6]dec-4-ene hydroxide [OH-].C12C3CC=CC3C(CC1)C2